methyl (3S)-3-{4,5-difluoro-2',6'-dimethyl-[1,1'-biphenyl]-3-yl}-3-[(2S)-4-methyl-2-{[(2R)-piperidin-2-yl]formamido}pentanamido]propanoate hydrochloride Cl.FC1=C(C=C(C=C1F)C1=C(C=CC=C1C)C)[C@H](CC(=O)OC)NC([C@H](CC(C)C)NC(=O)[C@@H]1NCCCC1)=O